2-(1-methyl-1H-imidazol-5-yl)-6-(tetrahydro-2H-pyran-4-yl)-N-((1r,4r)-4-(trifluoromethoxy)cyclohexyl)pyrimidine-4-carboxamide CN1C=NC=C1C1=NC(=CC(=N1)C(=O)NC1CCC(CC1)OC(F)(F)F)C1CCOCC1